BrC=1C(=C(C(=O)O)C(=C(C1OC(=O)C1(C(=CC(C=C1C)=O)OC)O)C)C)O 3-bromo-2-hydroxy-4-((1-hydroxy-2-methoxy-6-methyl-4-oxocyclohexa-2,5-diene-1-carbonyl)oxy)-5,6-dimethyl-benzoic acid